(Z)-1-(4-amino-2-fluorobut-2-en-1-yl)-4-(3-(N-cyclopropylsulfamoyl)-4-methoxyphenyl)-N-methyl-1H-benzo[d][1,2,3]triazole-6-carboxamide hydrochloride Cl.NC\C=C(\CN1N=NC2=C1C=C(C=C2C2=CC(=C(C=C2)OC)S(NC2CC2)(=O)=O)C(=O)NC)/F